COC1=C(C=C(C=N1)CCO)C(F)(F)F 2-(6-methoxy-5-(trifluoromethyl)pyridin-3-yl)ethane-1-ol